6-[(4R)-4-hydroxy-2-oxopyrrolidin-1-yl]-1-methyl-4-[4-methyl-4-(5-methyl-1,3-benzoxazol-2-yl)piperidin-1-yl]-2-oxo-1,2-dihydroquinoline-3-carbonitrile O[C@@H]1CC(N(C1)C=1C=C2C(=C(C(N(C2=CC1)C)=O)C#N)N1CCC(CC1)(C=1OC2=C(N1)C=C(C=C2)C)C)=O